COC(=O)N1CC(C1)C1=NC(=NO1)C1=CC(=C(C(=C1)NC(=O)C1=CN=C2N1C=C(C=C2)C(F)(F)F)C)F 3-(3-(3-fluoro-4-methyl-5-(6-(trifluoromethyl)imidazo[1,2-a]pyridine-3-carboxamido)phenyl)-1,2,4-oxadiazol-5-yl)azetidine-1-carboxylic acid methyl ester